F[C@@H]1C[C@]2(CC(CN2C1)=C)CO ((2R,7aR)-2-fluoro-6-methylenetetrahydro-1H-pyrrolizin-7a(5H)-yl)methanol